3-(2-cyano-1-propenyl)-2,2-dimethylcyclopropanecarboxylate C(#N)C(=CC1C(C1C(=O)[O-])(C)C)C